OCC(C)(O)C=1SC(=CN1)S(=O)(N)=NC(NC1=C2C(=NC3=C1CCC3)C(CC2)(C)C)=O 2-(1,2-Dihydroxypropan-2-yl)-N'-((3,3-dimethyl-1,2,3,5,6,7-hexahydrodicyclopenta[b,e]pyridin-8-yl)carbamoyl)thiazole-5-sulfonimidamide